(R)-4-methoxy-6-(4-((3-(4-methyl-1-oxo-1,3-dihydroisobenzofuran-5-yl)piperazin-1-yl)methyl)-2H-1,2,3-triazol-2-yl)pyridine-3-carbonitrile COC1=C(C=NC(=C1)N1N=CC(=N1)CN1C[C@H](NCC1)C=1C(=C2COC(C2=CC1)=O)C)C#N